(1''R,2''R)-3',5'-dihydroxy-5''-methyl-2''-(prop-1-en-2-yl)-1'',2'',3'',4''-tetrahydro-[1,1':4',1''-terphenyl]-2-carboxylic acid OC=1C=C(C=C(C1[C@H]1[C@@H](CCC(=C1)C)C(=C)C)O)C=1C(=CC=CC1)C(=O)O